[Ti+3].CC(C)(C)N([Si](=O)C)C N-(1,1-dimethylethyl)dimethylsilanamide titanium (III)